CC(C=O)CC1=CC=C(C=C1)OC 2-methyl-3-(p-methoxyphenyl)propanal